ClC=1C=C(C=CC1)CC(CO)N1C[C@H]([C@@H](C1)COC1=CC=C(C=C1)S(=O)(=O)C)C 3-(3-chlorophenyl)-2-((3S,4S)-3-methyl-4-((4-(methylsulfonyl)phenoxy)methyl)pyrrolidin-1-yl)propan-1-ol